(S)-6-(4-(4-fluorophenyl)-1-(2-hydroxypropyl)-1H-imidazol-5-yl)imidazo[1,2-a]pyridine-3-carboxamide FC1=CC=C(C=C1)C=1N=CN(C1C=1C=CC=2N(C1)C(=CN2)C(=O)N)C[C@H](C)O